(1R)-7-bromo-2,2,3,3,6-pentafluoro-1-(prop-2-en-1-yl)inden-1-ol BrC=1C(=CC=C2C(C([C@@](C12)(O)CC=C)(F)F)(F)F)F